[Sr+2].P(=O)([O-])([O-])[O-].[Zn+2] zinc phosphate strontium salt